BrC=1SC(=C(N1)C[C@@H](C(=O)OCC)N=C(C1=CC=CC=C1)C1=CC=CC=C1)C=C ethyl (S)-3-(2-bromo-5-vinylthiazol-4-yl)-2-((diphenylmethylene)amino)propanoate